P(=O)(OCCC(C(C(C(F)(F)F)(F)F)(F)F)(F)F)([O-])[O-] 2-(perfluorobutyl)ethyl phosphate